O-hydrogen phosphorothioate P(O)([O-])([O-])=S